CC1(CN(CC1)C1=CC=C(C=C1)B1OC(C(O1)(C)C)(C)C)C 3,3-dimethyl-1-(4-(4,4,5,5-tetramethyl-1,3,2-dioxaborolan-2-yl)phenyl)pyrrolidine